4-(4,4-difluoropiperidine-1-carbonyl)-3-(3-prop-2-ylpyrazol-1-yl)benzonitrile FC1(CCN(CC1)C(=O)C1=C(C=C(C#N)C=C1)N1N=C(C=C1)C(C)C)F